C(=C)[Sn](OC(C(F)(F)F)(C)C)(OC(C(F)(F)F)(C)C)C=C divinylbis((1,1,1-trifluoro-2-methylpropan-2-yl)oxy)stannane